N-n-butyl-thiophosphoric triamide C(CCC)NP(N)(N)=S